CC1=C(C=C(C=C1)C1=CNC=C1)S(=O)(=O)N1CCOCC1 4-((2-methyl-5-(1H-pyrrol-3-yl)phenyl)sulfonyl)morpholine